BrC=1SC=C(C1CC(CO)N(C(OC(C)(C)C)=O)C)C#N tert-butyl (1-(2-bromo-4-cyanothiophen-3-yl)-3-hydroxypropan-2-yl)(methyl)carbamate